methyl((2-(piperazin-1-yl)pyrimidin-5-yl)methyl)carbamate COC(NCC=1C=NC(=NC1)N1CCNCC1)=O